t-Butyl (5-(4-cyano-3-fluorophenyl)-1-(4-(4-methoxypiperidin-1-yl)phenyl) 1H-pyrazol-3-yl)carbamate C(#N)C1=C(C=C(C=C1)C1=CC(=NN1C1=CC=C(C=C1)N1CCC(CC1)OC)NC(OC(C)(C)C)=O)F